FC=1C=C(C=C(C1)C(F)(F)F)C1=NC2=CC(=CC=C2C=N1)N 2-(3-fluoro-5-(trifluoromethyl)phenyl)quinazolin-7-amine